FC1=CC=C(C=C1)C(N1C[C@@H](N(C[C@H]1C)C1=C(C(N(C=2C=CC(=NC12)C#N)C)=O)C#N)C)C1=NC(=CC=C1)C(F)(F)F 8-[(2S,5R)-4-[(4-fluorophenyl)[6-(trifluoromethyl)pyridin-2-yl]methyl]-2,5-dimethylpiperazin-1-yl]-5-methyl-6-oxo-5,6-dihydro-1,5-naphthyridine-2,7-dicarbonitrile